5-(2,2,2-trifluoro-1,1-dimethylethyl)isoxazol-3-amine FC(C(C)(C)C1=CC(=NO1)N)(F)F